BrC1=CC=C2C(=N1)SC(=N2)CBr 5-bromo-2-bromomethyl-thiazolo[5,4-b]pyridine